ClC1=CC=CC(=N1)OCCOC1=CC(=NC=C1OC)C#CC1=C2C=C(N=CC2=C(N=C1)NC)NC(=O)C1CC1 N-(5-((4-(2-((6-chloropyridin-2-yl)oxy)ethoxy)-5-methoxypyridin-2-yl)ethynyl)-8-(methylamino)-2,7-naphthyridin-3-yl)cyclopropanecarboxamide